3-Chloro-2-[(12aR)-10-chloro-8-(2-methoxyethoxy)-1,2,3,4,12,12a-hexahydro-6H-pyrazino[2,1-c][1,4]benzooxazepin-9-yl]phenol ClC=1C(=C(C=CC1)O)C1=C(C2=C(CN3[C@@H](CO2)CNCC3)C=C1OCCOC)Cl